2-chloro-N-(1-cyclopropyl-1H-imidazol-4-yl)pyrrolo[2,1-f][1,2,4]triazin-4-amine ClC1=NN2C(C(=N1)NC=1N=CN(C1)C1CC1)=CC=C2